3-sulfenyl-phenyl-boric acid S=C1CC(=CC=C1)OB(O)O